CN1CCN(CC1)C1=NN(C2=C1C=NC(=C2)NC(C)=O)C2OCCCC2 N-(3-(4-methylpiperazin-1-yl)-1-(tetrahydro-2H-pyran-2-yl)-1H-pyrazolo[4,3-C]pyridin-6-yl)acetamide